3-methoxy-4-(2-(methyl-d3)-2H-1,2,3-triazol-4-yl)pyridin-2-amine COC=1C(=NC=CC1C1=NN(N=C1)C([2H])([2H])[2H])N